C(C)(C)(C)C1(CC(=CC(=C1O)C(C)(C)C)N(C)C)C 2,6-di-tert-butyl-p-dimethylamino-cresol